2-ethylisoindoline-1,3-dione C(C)N1C(C2=CC=CC=C2C1=O)=O